N[C@H](C(=O)O)CCCCNC[C@]1(OCC([C@H]([C@H]1O)O)O)O (2S)-2-amino-6-((((2R,3R,4R)-2,3,4,5-tetrahydroxy-tetrahydro-2H-pyran-2-yl)methyl)amino)hexanoic acid